3-ethoxycyclobutane-1-carboxylate C(C)OC1CC(C1)C(=O)[O-]